O1CC(C1)OC1CCN(C1)C(=O)[O-] 4-(oxetan-3-yloxy)pyrrolidine-1-carboxylate